C(C1=CC=CC=C1)OCC1(CCN(CC1)C=1C(=NC(=C(N1)C)C1=C(C(=CC=C1)Cl)Cl)C(=O)OCC)C#N ethyl 3-(4-((benzyloxy) methyl)-4-cyanopiperidin-1-yl)-6-(2,3-dichlorophenyl)-5-methylpyrazine-2-carboxylate